(R)-N-(3-(1-((2-Amino-5-chloropyridin-3-yl)oxy)ethyl)phenyl)-4-methyl-3-(methylsulfonyl)benzamid NC1=NC=C(C=C1O[C@H](C)C=1C=C(C=CC1)NC(C1=CC(=C(C=C1)C)S(=O)(=O)C)=O)Cl